ClC=1C=C(C=CC1)C(C=C(SC)NCC1=CC=C(C=C1)OC)=O 1-(3-chlorophenyl)-3-((4-methoxybenzyl)amino)-3-(methylthio)-prop-2-en-1-one